COC=1C=C(C=CC1OC)C=1C(=NN2C1N=C(N=C2NCC2=CC=NC=C2)C)C 8-(3,4-dimethoxyphenyl)-2,7-dimethyl-N-(4-pyridylmethyl)pyrazolo[1,5-a][1,3,5]triazin-4-amine